C(C)(C)(C)OC(=O)N[C@@H](CC1=C(C=CC=C1)[N+](=O)[O-])C(=O)O N-t-butoxycarbonyl-L-2-nitrophenylalanine